BrC1=CC=C(C=C1)S(=O)(=O)C1CCCCC1 1-bromo-4-cyclohexylsulfonyl-benzene